CC(C(=O)OC[C@]1(O[C@H](C[C@@H]1OC(C(C)C)=O)N1C(N=C(C=C1)N)=O)C=C)C [(2R,3S,5R)-5-(4-amino-2-oxopyrimidin-1-yl)-2-ethenyl-3-[(2-methylpropanoyl) oxy]oxolan-2-yl]methyl 2-methylpropanoate